diphenylmalonate gadolinium hydrate O.[Gd+3].C1(=CC=CC=C1)C(C(=O)[O-])(C(=O)[O-])C1=CC=CC=C1.C1(=CC=CC=C1)C(C(=O)[O-])(C(=O)[O-])C1=CC=CC=C1.C1(=CC=CC=C1)C(C(=O)[O-])(C(=O)[O-])C1=CC=CC=C1.[Gd+3]